3-(2-oxopropyl)-6-(trifluoromethyl)-1H-pyrimidine-2,4-dione O=C(CN1C(NC(=CC1=O)C(F)(F)F)=O)C